C(C1=CC=CC=C1)OC=1C(=NC=NC1C)C(=O)N1C2C(CCC1)N(CC2)C2=C(NC=1N(C2=O)N=C(N1)Br)CC 6-{4-[5-(benzyloxy)-6-methylpyrimidine-4-carbonyl]-hexahydro-2H-pyrrolo[3,2-b]pyridin-1-yl}-2-bromo-5-ethyl-4H-[1,2,4]triazolo[1,5-a]pyrimidin-7-one